2,5-bis(3-aminopropylamino)-N-[2-[di(heptadecyl)amino]-2-oxoethyl]pentanamide NCCCNC(C(=O)NCC(=O)N(CCCCCCCCCCCCCCCCC)CCCCCCCCCCCCCCCCC)CCCNCCCN